COC=1C=C(C=CC1OC)C=1NC2=CC=C(C=C2C1CC(F)(F)F)C1CCN(CC1)C(CCC(F)(F)F)=O 1-(4-(2-(3,4-dimethoxyphenyl)-3-(2,2,2-trifluoroethyl)-1H-indol-5-yl)piperidin-1-yl)-4,4,4-trifluorobutan-1-one